(R)-3-(hydroxymethyl)pyrrolidine OC[C@H]1CNCC1